tert-butyl (2-(1-(7-oxo-7,8-dihydro-1,8-naphthyridin-4-yl)piperidin-4-yl)ethyl)carbamate O=C1C=CC=2C(=CC=NC2N1)N1CCC(CC1)CCNC(OC(C)(C)C)=O